C(C(C)C)NC(\C=C\C=C\CC\C=C/C=C\C)=O Dodeca-2E,4E,8Z,10Z-tetraenoic acid isobutyl amide